Cl.N=1N2C(=CC1C=1C=C(C(=NC1)N)C(F)(F)F)[C@]1(CC2)CNCC1 |r| 5-[(rac)-5',6'-dihydrospiro[pyrrolidine-3,4'-pyrrolo[1,2-b]pyrazol]-2'-yl]-3-(trifluoromethyl)pyridin-2-amine hydrochloride